C(C)(C)(C)OC(NC1CCC(CC1)C1=CC=C(C=C1)OC)=O (4-(4-methoxyphenyl)cyclohexyl)carbamic acid tert-butyl ester